N1(N=CN=C1)C(=O)N1[C@@H](CCCC1)CN1N=C(C(=C1NC)C(=O)N)C1=CC=C(C=C1)OC1=CC=CC=C1 (S)-1-((1-(1H-1,2,4-triazole-1-carbonyl)piperidin-2-yl)methyl)-5-(methylamino)-3-(4-phenoxyphenyl)-1H-pyrazole-4-carboxamide